tungsten silicon disulfide [Si](=S)=S.[W]